2-((8,8-bis(octyloxy)octyl)amino)ethan-1-ol C(CCCCCCC)OC(CCCCCCCNCCO)OCCCCCCCC